N-(3,3-difluoropiperidin-4-yl)-2-methyl-5-((2-(trifluoromethyl)pyridin-3-yl)methoxy)benzofuran FC1(CNCCC1N1C(C(=CC=C1)COC=1C=CC2=C(C=C(O2)C)C1)C(F)(F)F)F